NC1CC(C1)C(=O)N1CCN(CC1)C1=NC=C(C=N1)C(F)(F)F ((1R,3R)-3-aminocyclobutyl)(4-(5-(trifluoromethyl)pyrimidin-2-yl)piperazin-1-yl)methanone